Methyl-6-(3-(imino(5-isopropoxypyridin-2-yl)methyl)thioureido)-5-isopropylnicotinate COC(C1=CN=C(C(=C1)C(C)C)NC(=S)NC(C1=NC=C(C=C1)OC(C)C)=N)=O